[CH-]1C=CC=C1.[C-]1(C=CC=C1)C(C(=O)O)CC.[Fe+2] 1'-ferrocenylbutyric acid